(3S)-3-(2',6'-dimethyl-[1,1'-biphenyl]-3-yl)-3-(2-(3-(2-(dimethylamino)ethyl)-2-oxopyridin-1(2H)-yl)-4-methylpentanamido)propanoic acid CC1=C(C(=CC=C1)C)C1=CC(=CC=C1)[C@H](CC(=O)O)NC(C(CC(C)C)N1C(C(=CC=C1)CCN(C)C)=O)=O